C(C1=CC=CC=C1)NC(N(C1=NC=C(C=C1)C=1C=NN(C1)C)[C@@H]1CC[C@H](CC1)NC1=NC=C(C(=N1)N1[C@@H]([C@@H](CC1)C(C)(C)O)C)C#N)=O 3-benzyl-1-(trans-4-((5-cyano-4-((2R,3R)-3-(2-hydroxypropan-2-yl)-2-methylpyrrolidin-1-yl)pyrimidin-2-yl)amino)-cyclohexyl)-1-(5-(1-methyl-1H-pyrazol-4-yl)pyridin-2-yl)urea